COCCOC1=C(C=C2C=CN(C2=C1)C(NC)=O)OC1=CC=NC=C1 4-((6-(2-methoxyethoxy)-1-(methylcarbamoyl)-1H-indol-5-yl)oxy)pyridine